OCCOC1=CC=C(C=C1)CC(=O)O 4-(2-hydroxyethoxy)phenylacetic acid